4-chloro-2-(2-chloro-2-methylpropyl)-5-[(6-iodo-3-pyridinyl)-methoxy]-3(2H)pyridazinone ClC=1C(N(N=CC1OCC=1C=NC(=CC1)I)CC(C)(C)Cl)=O